OC1=C(C(NN(C12CCCC2)C)=O)C(=O)NC2=C(C=C(C=C2)C(F)(F)F)C2=NC=NC(=C2)C(F)(F)F 10-hydroxy-6-methyl-8-oxo-N-[4-(trifluoromethyl)-2-[6-(trifluoromethyl)pyrimidin-4-yl]phenyl]-6,7-diazaspiro[4.5]dec-9-ene-9-carboxamide